C(C)OC1=NC=CC=C1C1=NC=C(C=C1)C1(CCN(CC1)C1=CC=C(C=C1)C(F)(F)F)C(=O)N[C@@H]1CN(CC1)C 4-{2'-ethoxy-[2,3'-bipyridine]-5-yl}-N-[(3S)-1-methylpyrrolidin-3-yl]-1-[4-(trifluoromethyl)phenyl]piperidine-4-carboxamide